C[C@H]1[C@@H](CC[C@H]2CC[C@]3([C@@]4(CC[C@@H]5[C@](CC=6C=NC(=NC6C5(C)C)N5N=CC=C5)([C@H]4CC=C3[C@H]12)C)C)C)C (1S,2R,4aS,6aS,6bR,8aR,14aR,14bR,16bS)-1,2,6a,6b,9,9,14a-heptamethyl-11-(1H-pyrazol-1-yl)-1,2,3,4,4a,5,6,6a,6b,7,8,8a,9,14,14a,14b,15,16b-octadecahydrochryseno[1,2-g]Quinazolin